NC1=CC=C(C=C1)C(=O)C1=CN=C2N1C=C(C(=C2)C)C=2C=C1C=CN(C1=CC2)C (4-Aminophenyl)(7-methyl-6-(1-methyl-1H-indol-5-yl)imidazo[1,2-a]pyridin-3-yl)methanone